C(C)(C)(C)OC(N(C)C1CCCC=2NC(C3=CC(=C(C=C3C12)F)F)=O)=O (8,9-difluoro-6-oxo-1,2,3,4,5,6-hexahydrophenanthridin-1-yl)(methyl)carbamic acid tert-butyl ester